N-[1-(4-Chloro-3-cyano-1H-indol-7-yl)piperidin-4-yl]-4-[4-({4-[2-(2,6-dioxopiperidin-3-yl)-1-oxo-2,3-dihydro-1H-isoindol-5-yl]piperazin-1-yl}methyl)piperidin-1-yl]-2-fluorobenzamide ClC1=C2C(=CNC2=C(C=C1)N1CCC(CC1)NC(C1=C(C=C(C=C1)N1CCC(CC1)CN1CCN(CC1)C=1C=C2CN(C(C2=CC1)=O)C1C(NC(CC1)=O)=O)F)=O)C#N